tert-butyl 3-benzyl-7-methyl-4-(5-(4-methyl-4H-1,2,4-triazol-3-yl)pyridin-2-yl)-5-oxo-5,6,7,9-tetrahydropyrazolo[1,5-a]pyrido[4,3-e]pyrimidine-8(4H)-carboxylate C(C1=CC=CC=C1)C=1C=NN2C1N(C(C1=C2CN(C(C1)C)C(=O)OC(C)(C)C)=O)C1=NC=C(C=C1)C1=NN=CN1C